[Si]([O-])([O-])([O-])[O-].[O-2].[Fe+3].[Al+3].[Ca+2] calcium aluminum ferric oxide silicate